O=S1(CC2=C(N(N=C2C(F)(F)F)CC(=O)N[C@@H](CC2=CC(=CC=C2)F)C2=NC=CC=C2C=2C=CC(=C(C(=O)N)C2)F)CC1)=O (S)-5-(2-(1-(2-(5,5-dioxido-3-(trifluoromethyl)-6,7-dihydrothiopyrano[4,3-c]pyrazol-1(4H)-yl)acetamido)-2-(3-fluorophenyl)ethyl)pyridin-3-yl)-2-fluorobenzamide